O=C1NC(CCC1NC(=O)C1=C(C=CC=2NC(=NC21)C(F)(F)F)NC(OC(C)(C)C)=O)=O Tert-butyl (4-((2,6-dioxopiperidin-3-yl)carbamoyl)-2-(trifluoromethyl)-1H-benzo[d]imidazol-5-yl)carbamate